5-(4-Fluorophenyl)-4-hydroxy-6-methyl-N-[4-[(7-prop-1-en-2-yl-1,5-naphthyridin-4-yl)oxy]phenyl]pyridine-3-carboxamide FC1=CC=C(C=C1)C=1C(=C(C=NC1C)C(=O)NC1=CC=C(C=C1)OC1=CC=NC2=CC(=CN=C12)C(=C)C)O